C(CCCCC)(=O)[O-].[Cu+2].C(CCCCC)(=O)[O-] Copper (II) hexanoate